phenylalanyl-glutamic acid N[C@@H](CC1=CC=CC=C1)C(=O)N[C@@H](CCC(=O)O)C(=O)O